2-Oxo-2-[rac-(2S,5R)-5-methyl-4-(1-methylcyclopropyl)-2-phenyl-piperazin-1-yl]acetamide O=C(C(=O)N)N1[C@H](CN([C@@H](C1)C)C1(CC1)C)C1=CC=CC=C1 |r|